Cl.FC1=C(C=C(OC2CC(C2)N)C=C1)C(F)(F)F (1s,3s)-3-(4-fluoro-3-(trifluoromethyl)phenoxy)cyclobutane-1-amine hydrochloride